[1,1'-binaphthalen]-2-ol C=1(C(=CC=C2C=CC=CC12)O)C1=CC=CC2=CC=CC=C12